NC(C(=O)O)C1CC(=NO1)Cl α-amino-3-chloro-4,5-dihydro-5-isoxazoleacetic acid